ClC=1C(=C(C=C(C1)[N+](=O)[O-])CN1CCOCC1)C 4-(3-chloro-2-methyl-5-nitrophenylmethyl)morpholine